OC(C(=O)N)(C1=CC(=CC=C1)C(F)(F)F)C1=CC=C(C=C1)B1OC(C(O1)(C)C)(C)C 2-hydroxy-2-(4-(4,4,5,5-tetramethyl-1,3,2-dioxaborolan-2-yl)phenyl)-2-(3-(trifluoromethyl)phenyl)acetamide